methyl 2,6-dichloroisonicotinate, hydrochloride Cl.ClC=1C=C(C(=O)OC)C=C(N1)Cl